FC(C1=NC(=NO1)C1=CC=C(CN)C=C1)(F)F 4-(5-trifluoromethyl-1,2,4-oxadiazol-3-yl)benzylamine